C(CCC)(=O)[O-] butanoat